C(#N)C=1C(=NC=CC1)C(=O)NC1=NC=C(C=C1)CC1=CC(=CC=C1)F cyano-N-(5-(3-fluorobenzyl)pyridin-2-yl)picolinamide